2-((4-((6-((4-chloro-2-fluorobenzyl)oxy)-5-fluoropyridin-2-yl)oxy)piperidine-1-yl)methyl)-1-((1-ethyl-1H-imidazol-5-yl)methyl)-1H-benzo[d]imidazole-6-carboxylic acid ClC1=CC(=C(COC2=C(C=CC(=N2)OC2CCN(CC2)CC2=NC3=C(N2CC2=CN=CN2CC)C=C(C=C3)C(=O)O)F)C=C1)F